Tert-butyl N-methyl-N-[7-[3-(prop-2-enoylamino)phenyl]-1-naphthyl]carbamate CN(C(OC(C)(C)C)=O)C1=CC=CC2=CC=C(C=C12)C1=CC(=CC=C1)NC(C=C)=O